2-(4,5-dihydroisoxazol-3-yl)-3-chloroaniline O1N=C(CC1)C1=C(N)C=CC=C1Cl